FC1=CC=C(C=N1)N1C(N(C2=C1C=CC=C2)C(=O)OC(C)(C)C)=O tert-butyl 3-(6-fluoropyridin-3-yl)-2-oxo-2,3-dihydro-1H-benzo[d]imidazole-1-carboxylate